FC1=C(OC=2C=C(C=CC2)[C@@H]2NOCC2)C=C(C=C1)F (R)-3-(3-(2,5-difluorophenoxy)phenyl)isoxazolidine